(S)-4-(7-chloroimidazo[1,2-a]pyridin-3-yl)-7-((5-(2-((dimethylamino)-methyl)morpholino)pyridin-2-yl)amino)isoindolin-1-one ClC1=CC=2N(C=C1)C(=CN2)C2=C1CNC(C1=C(C=C2)NC2=NC=C(C=C2)N2C[C@@H](OCC2)CN(C)C)=O